C12CC(CC2C1)C(=O)C=1C=NN2C1CN(CC2)C(=O)OC(C)(C)C tert-butyl 3-{bicyclo[3.1.0]hexane-3-carbonyl}-4H,5H,6H,7H-pyrazolo[1,5-a]pyrazine-5-carboxylate